C(C1=CC=CC=C1)OC=1C(C=CN2N([C@H]3N(C(C21)=O)CCOC3)C(C3=CC=CC=C3)C3=CC(=C(C=C3)F)F)=O (12aR)-7-benzyloxy-12-[(3,4-difluorophenyl)(phenyl)methyl]-3,4,12,12a-tetrahydro-1H-[1,4]oxazino[3,4-c]pyrido[2,1-f][1,2,4]triazine-6,8-dione